nickel(II) nitrate [N+](=O)([O-])[O-].[Ni+2].[N+](=O)([O-])[O-]